N-(4-(5-bromo-1H-pyrazol-1-yl)butyl)-5-(furan-2-yl)isoxazole-3-carboxamide BrC1=CC=NN1CCCCNC(=O)C1=NOC(=C1)C=1OC=CC1